rac-(R)-3-(4-(4-(2-hydroxyethyl)piperidin-1-yl)phenyl)piperidine-2,6-dione OCCC1CCN(CC1)C1=CC=C(C=C1)[C@@H]1C(NC(CC1)=O)=O |r|